3-Methyl-Adenosin CN1C=NC(C=2N=CN([C@H]3[C@H](O)[C@H](O)[C@@H](CO)O3)C12)=N